2-{2-[(4-methoxyphenyl)methyl]-3-oxo-1H-isoindol-5-yl}acetic acid tert-butyl ester C(C)(C)(C)OC(CC=1C=C2C(N(CC2=CC1)CC1=CC=C(C=C1)OC)=O)=O